2-[({[2'-({[2-(Methylsulfanyl)phenyl]carbamoyl}oxy)-1,1'-binaphthyl-2-yl]-oxy}carbonyl)amino]ethyl methacrylat C(C(=C)C)(=O)OCCNC(=O)OC1=C(C2=CC=CC=C2C=C1)C1=C(C=CC2=CC=CC=C12)OC(NC1=C(C=CC=C1)SC)=O